5-((1r,3r)-3-aminocyclobutoxy)-6-fluoropyridinenitrile hydrochloride Cl.NC1CC(C1)OC=1C=CC(=NC1F)C#N